[I-].CN(C=1C=C2C=CC(=CC2=CC1)/C=C/C1=CC=[N+](C=C1)CCCCCCCCCCCCCCCCCC)C (E)-4-(2-(6-(dimethylamino)naphthalen-2-yl)vinyl)-1-octadecylpyridin-1-ium iodide